C(#N)C1CC(C1)(CC#N)N1N=C(C(=C1)C=1C=2N(C=C(N1)C=1C=NN(C1)C)N=CC2)CC(=O)N (1-((1r,3r)-3-cyano-1-(cyanomethyl)cyclobutyl)-4-(6-(1-methyl-1H-pyrazol-4-yl)pyrazolo[1,5-a]pyrazin-4-yl)-1H-pyrazol-3-yl)acetamide